C=C(C)C=1N(C=CN1)CC1=CC=C(C=C1)C=1N=C(SC1S(=O)(=O)NC(OCCCC)=O)CCC Butyl (4-(4-((2-(prop-1-en-2-yl)-1H-imidazol-1-yl)methyl)phenyl)-2-propylthiazol-5-yl)sulfonylcarbamate